C1(=CC=CC2=CC=CC=C12)C(=O)N Naphthoamide